C(CCC)OC(NC=1C(NC(N(N1)C1=CC(=C(C(=C1)Cl)CC1=NNC(C(=C1)C(C)C)=O)Cl)=O)=O)=O Butyl-N-(2-[3,5-dichloro-4-[(5-isopropyl-6-oxo-1H-pyridazin-3-yl)methyl]phenyl]-3,5-dioxo-4H-1,2,4-triazin-6-yl)-carbamate